4-(((1-(1-(2-(1-(cyclobutanecarbonyl)piperidin-4-yl)acetyl)piperidin-4-yl)-1H-pyrazol-4-yl)methyl)amino)-2-(2,6-dioxopiperidin-3-yl)isoindoline-1,3-dione C1(CCC1)C(=O)N1CCC(CC1)CC(=O)N1CCC(CC1)N1N=CC(=C1)CNC1=C2C(N(C(C2=CC=C1)=O)C1C(NC(CC1)=O)=O)=O